4-cyclopropyl-1-[4-(5-fluoro-2-methyl-phenyl)piperazin-1-yl]-2-methyl-butane-1,4-dione C1(CC1)C(CC(C(=O)N1CCN(CC1)C1=C(C=CC(=C1)F)C)C)=O